N-{[2,6-bis(difluoromethyl)pyridin-4-yl]methyl}-2-[3-ethyl-1H-1,2,4-triazol-5-yl]acetamide FC(C1=NC(=CC(=C1)CNC(CC1=NC(=NN1)CC)=O)C(F)F)F